C(C=C)C1=C(OCC(CO)O)C=CC=C1 3-(2-allylphenoxy)propane-1,2-diol